2-[(diphenylmethylene)amino]pyridine-4-carboxylic acid C1(=CC=CC=C1)C(C1=CC=CC=C1)=NC1=NC=CC(=C1)C(=O)O